C1(CCC(N1N1C(C=CC=C1)SSCCCC(=O)[O-])=O)=O N-succinimidyl-4-(2-pyridyl dithio)butanoate